(t-butyl 3-formylbenzo[4,5]imidazo[1,2-a]pyrazin-1-yl) carbamate C(N)(OC=1C=2N(C(=C(N1)C=O)C(C)(C)C)C1=C(N2)C=CC=C1)=O